N-methyl-3-(5-methyl-1,3,4-oxadiazol-2-yl)-4-((4-(pentafluoro-λ6-sulfanyl)phenyl)amino)benzenesulfonamide CNS(=O)(=O)C1=CC(=C(C=C1)NC1=CC=C(C=C1)S(F)(F)(F)(F)F)C=1OC(=NN1)C